6-(imidazo[1,2-a]pyridine-3-carbonyl)-N-(4-(oxetan-3-yloxy)-3-(trifluoromethyl)-phenyl)-4,5,6,7-tetrahydro-thieno[2,3-c]pyridine-3-carboxamide N=1C=C(N2C1C=CC=C2)C(=O)N2CC1=C(CC2)C(=CS1)C(=O)NC1=CC(=C(C=C1)OC1COC1)C(F)(F)F